3-(3-Fluoro-4-(4-methylpyrimidin-2-yl)oxo-phenyl)-4-(4-(2-fluoroprop-2-eneamido)phenyl)-5-vinyl-1H-pyrrole-2-carboxamide FC=1C(C(C=CC1C1=NC=CC(=N1)C)C1=C(NC(=C1C1=CC=C(C=C1)NC(C(=C)F)=O)C=C)C(=O)N)=O